O=CC(=O)C1=CC=CC=C1 oxoacetophenone